(3aR,4R,6R,6aR)-4-(4-amino-5-iodopyrrolo[2,1-f][1,2,4]triazine-7-yl)-6-(hydroxymethyl)-2,2-dimethyltetrahydrofurano[3,4-d][1,3]dioxole-4-carbonitrile NC1=NC=NN2C1=C(C=C2[C@@]2(O[C@@H]([C@H]1OC(O[C@H]12)(C)C)CO)C#N)I